C(CCCCCC)O normal heptanol